Trans-squalene CC(=CCC/C(=C/CC/C(=C/CC/C=C(/CC/C=C(/CCC=C(C)C)\C)\C)/C)/C)C